N-[3-(4-oxo-3,4-dihydro-phthalazin-1-ylamino)-propyl]-3-(3-thiophen-3-yl-[1,2,4]oxadiazol-5-yl)propionamide O=C1NN=C(C2=CC=CC=C12)NCCCNC(CCC1=NC(=NO1)C1=CSC=C1)=O